3-trifluoromethoxyanilin FC(OC=1C=C(N)C=CC1)(F)F